1-(3-(4-(4-(2-amino-4-(difluoromethyl)pyrimidin-5-yl)-6-morpholino-1,3,5-triazin-2-yl)piperazine-1-carbonyl)azetidin-1-yl)-6-methylhept-5-ene-1,4-dione NC1=NC=C(C(=N1)C(F)F)C1=NC(=NC(=N1)N1CCOCC1)N1CCN(CC1)C(=O)C1CN(C1)C(CCC(C=C(C)C)=O)=O